IC=1C(NC(=CC1)C(F)(F)F)=O 3-iodo-6-(trifluoromethyl)pyridin-2(1H)-one